(S)-3-(4'-fluoro-3'-methylbiphenyl-3-yl)-3-(3-(4-hydroxy-1,5-dimethyl-2-oxo-1,2-dihydropyridin-3-yl)ureido)propionic acid ethyl ester C(C)OC(C[C@H](NC(=O)NC=1C(N(C=C(C1O)C)C)=O)C=1C=C(C=CC1)C1=CC(=C(C=C1)F)C)=O